O1C[C@@H](OC2=NC=CC=C21)C2=CC=C(CN1CCC(CC1)O)C=C2 1-{4-[(3S)-2,3-dihydro[1,4]dioxino[2,3-b]pyridin-3-yl]benzyl}piperidin-4-ol